9H-fluoren-9-ylmethyl (3S)-3-[4-[3-chloro-2-fluoro-4-(oxetan-3-ylmethyl)anilino]pyrido[3,2-d]pyrimidin-6-yl]oxypyrrolidine-1-carboxylate ClC=1C(=C(NC=2C3=C(N=CN2)C=CC(=N3)O[C@@H]3CN(CC3)C(=O)OCC3C2=CC=CC=C2C=2C=CC=CC32)C=CC1CC1COC1)F